C(CCCCCCCCCCCCCCCCC)(=O)NCCC[NH2]=O stearamidopropylamine oxide